C[Si](CCC)(OCC)C 3-(dimethylethoxysilyl)n-propane